ClC1=C(C=C(C=C1)Cl)C=1NC=C(N1)C1=CC=CC=C1 2-(2,5-Dichlorophenyl)-4-phenylimidazole